2-bromo-N-(3-fluoro-2,4-dimethoxyphenyl)acetamide BrCC(=O)NC1=C(C(=C(C=C1)OC)F)OC